C1(CC1)C1(C(NC(N1)=O)=O)C1=CC(=C(C=C1)C)F 5-cyclopropyl-5-(3-fluoro-4-methylphenyl)imidazolidine-2,4-dione